OC=1C(=CC(=C2C[C@H](OC(C12)=O)C)C)C1=NC=CC=C1 (R)-8-hydroxyl-3,5-dimethyl-7-(pyridine-2-yl)isochroman-1-one